C1=CC=CC=2C3=CC=CC=C3C(C12)COC(=O)N[C@H](C(=O)O)CC=1N=C(N(C1)C(C1=CC=CC=C1)(C1=CC=CC=C1)C1=CC=CC=C1)CO[Si](C(C)C)(C(C)C)C(C)C (S)-2-((((9H-fluoren-9-yl)methoxy)carbonyl)amino)-3-(2-(((triisopropylsilyl)oxy)methyl)-1-trityl-1H-imidazol-4-yl)propanoic acid